N-(4-Fluorophenyl)-2-[5-(oxan-2-carbonyl)-5,6,7,8-tetrahydro-1,5-naphthyridin-2-yl]propanamid FC1=CC=C(C=C1)NC(C(C)C1=NC=2CCCN(C2C=C1)C(=O)C1OCCCC1)=O